BrC=1C=[N+](C=CC1OCC1=CC=C(C=C1)OC)[O-] 3-bromo-4-(4-methoxybenzyloxy)pyridine 1-oxide